C1(=CC=CC=C1)C(C)NC1=NCCC=C1 (1-phenylethylamino)-5,6-dihydropyridine